C1(=CC=CC=C1)SC1=CC=C(C=C1)C(CCCCCCC)=O 1-[4-(phenylsulfanyl)phenyl]octane-1-one